CC1=C(C=CC(=C1)C)S(=O)(=O)C=1N=NN2C1NC(C1=CC=C(C=C21)N2C[C@H](N[C@H](C2)C)C)=O 3-(2,4-dimethylbenzenesulfonyl)-8-[(3R,5S)-3,5-dimethylpiperazin-1-yl]-4H,5H-[1,2,3]triazolo[1,5-a]quinazolin-5-one